N-[2-(2-chloro-4-methylphenyl)-2,2-difluoroethyl]-6-[S-(3-cyclopropyl-2-fluorophenyl)sulfonimidoyl]-3-methyl-1,2,4-triazine-5-carboxamide ClC1=C(C=CC(=C1)C)C(CNC(=O)C=1N=C(N=NC1S(=O)(=N)C1=C(C(=CC=C1)C1CC1)F)C)(F)F